tris(4'-hydroxyphenyl)-pentyl-s-triazine OC1=CC=C(C=C1)C(CCCCC1=NC=NC=N1)(C1=CC=C(C=C1)O)C1=CC=C(C=C1)O